P(=O)(OOC(C)CC)(OOCCCCCCCCCCCC)[O-] sec-butoxy dodecyloxy phosphate